9-[4-(1-methyl-1-phenylethyl)phenyl]-3,4-dihydropyrido[2,1-c][1,2,4]thiadiazine 2,2-dioxide CC(C)(C1=CC=CC=C1)C1=CC=C(C=C1)C1=CC=CN2C1=NS(CC2)(=O)=O